1-(1-methylsulfonylethyl)-2-nitro-benzene CS(=O)(=O)C(C)C1=C(C=CC=C1)[N+](=O)[O-]